1-(8-chloroimidazo[1,2-a]pyridin-6-yl)-3-oxocyclobutane-1-carboxylic acid ClC=1C=2N(C=C(C1)C1(CC(C1)=O)C(=O)O)C=CN2